(S)-3-((2-((dimethylamino)methyl)benzyl)amino)-6-fluoro-5-(1-(2-fluorophenyl)ethyl)-4H-benzo[e][1,2,4]thiadiazine 1,1-dioxide CN(C)CC1=C(CNC2=NS(C3=C(N2)C(=C(C=C3)F)[C@@H](C)C3=C(C=CC=C3)F)(=O)=O)C=CC=C1